C1(=CC=CC=C1)C(C1=CC=CC=C1)=NC(C#N)CC1=CC(=C(C(=C1)F)F)F 2-((diphenylmethylene)amino)-3-(3,4,5-trifluorophenyl)propanenitrile